3-(8-(methylsulfonyl)-2-oxo-1,8-diazaspiro[4.5]decan-3-yl)propanoate CS(=O)(=O)N1CCC2(CC(C(N2)=O)CCC(=O)[O-])CC1